C1(=CC=C(C=C1)C=1C=NC(=NC1)C(=O)O)C=1C=NC(=NC1)C(=O)O 5,5'-(1,4-phenylene)bis(pyrimidine-2-carboxylic acid)